(3-(6-(1-acetylpiperidin-4-yl)pyridin-3-yl)-6-methoxy-1H-pyrazolo[4,3-b]pyridin-5-yl)-2,3-dihydro-1H-indene-1-carbonitrile C(C)(=O)N1CCC(CC1)C1=CC=C(C=N1)C1=NNC=2C1=NC(=C(C2)OC)C2(CCC1=CC=CC=C21)C#N